6-(1-(4-(6-Ethoxypyridin-3-yl)benzyl)-4-methoxy-1H-pyrrolo[3,2-c]pyridin-7-carboxamido)spiro[3.3]heptan C(C)OC1=CC=C(C=N1)C1=CC=C(CN2C=CC=3C(=NC=C(C32)C(=O)NC3CC2(CCC2)C3)OC)C=C1